2-bromo-2-(4-chlorophenyl)acetic acid BrC(C(=O)O)C1=CC=C(C=C1)Cl